1-({4-[(6-oxo-5-azaspiro[2.4]heptan-5-yl)methyl]phenyl}methyl)-1,3-dihydro-2H-benzimidazol-2-one O=C1N(CC2(CC2)C1)CC1=CC=C(C=C1)CN1C(NC2=C1C=CC=C2)=O